FC1=C(OC2=C(C=C(CN3C(CCC3=O)=O)C=C2)C=2C3=C(C(N(C2)C)=O)NC=C3)C=CC(=C1)F 1-(4-(2,4-difluorophenoxy)-3-(6-methyl-7-oxo-6,7-dihydro-1H-pyrrolo[2,3-C]pyridin-4-yl)benzyl)pyrrolidine-2,5-dione